[2H]C=1NC(C=2N(C=NC2N1)C)=O 2-deutero-7-methyl-1H-purin-6-one